CN(C1=NC=2N(C3=CC=CC=C13)C=NN2)C2=CC(=CC=C2)N2CCCC2 N-methyl-N-(3-(pyrrolidin-1-yl)phenyl)-[1,2,4]triazolo[4,3-a]quinazolin-5-amine